(R)-6-fluoro-1-(oxetan-3-yl)-4-oxo-7-(2-((pyridin-2-yloxy)methyl)pyrrolidin-1-yl)-1,4-dihydroquinoline-3-carboxylic acid FC=1C=C2C(C(=CN(C2=CC1N1[C@H](CCC1)COC1=NC=CC=C1)C1COC1)C(=O)O)=O